CN(C(/C=C/CC[C@H](C(=O)NC=1C(N(C(=C(C1)C)C)CC1=NC2=C(C(=NC=C2F)CC(C)C)N1)=O)CN(C([O-])=O)C)=O)C (S,E)-7-(Dimethylamino)-1-((1-((7-fluoro-4-isobutyl-3H-imidazo[4,5-c]pyridin-2-yl)methyl)-5,6-dimethyl-2-oxo-1,2-dihydropyridin-3-yl)amino)-1,7-dioxohept-5-en-2-yl-dimethylcarbamat